3-amino-5-methoxyquinolin-2(1H)-one NC=1C(NC2=CC=CC(=C2C1)OC)=O